CN(N)C=O methyl-N-formylhydrazine